((4-(7-(3-amino-4-nitrophenoxy)-8-chloro-6-methylquinoxalin-2-yl)-1H-pyrazol-1-yl)methyl)piperidine-1-carboxylic acid tert-butyl ester C(C)(C)(C)OC(=O)N1C(CCCC1)CN1N=CC(=C1)C1=NC2=C(C(=C(C=C2N=C1)C)OC1=CC(=C(C=C1)[N+](=O)[O-])N)Cl